FC1=CC=CC2=C1N=C(O2)C2=CC=C(C=C2)NC(=O)C=2SC=CN2 N-[4-(4-Fluoro-1,3-benzoxazol-2-yl)phenyl]thiazol-2-carboxamid